FC=1C=C2CN(CC2=CC1)C1=NC=2N(C(=C1)C=1C=NNC1)N=C(C2C2CCOCC2)C(=O)NC2=CC(=CC=C2)O 5-(5-fluoroisoindolin-2-yl)-N-(3-hydroxyphenyl)-7-(1H-pyrazol-4-yl)-3-(tetrahydro-2H-pyran-4-yl)pyrazolo[1,5-a]pyrimidine-2-carboxamide